tert-butyl (9-(5-((4-chloro-2-methyl-2H-indazol-5-yl)thio)pyrazin-2-yl)-3-(2-cyanoacetyl)-3,9-diazaspiro[5.5]undec-1-yl)carbamate ClC=1C2=CN(N=C2C=CC1SC=1N=CC(=NC1)N1CCC2(CCN(CC2NC(OC(C)(C)C)=O)C(CC#N)=O)CC1)C